2-thian-decan CSCCCCCCCC